1-(2,4,5-trifluorobenzyl)-4-(5-(trifluoromethyl)-1,3,4-oxadiazole-2-yl)pyridine-2(1H)one FC1=C(CN2C(C=C(C=C2)C=2OC(=NN2)C(F)(F)F)=O)C=C(C(=C1)F)F